C12CNCC(CC1)C2NC(OC(C)(C)C)=O tert-butyl (8-endo)-3-azabicyclo[3.2.1]octan-8-ylcarbamate